1-chloro-2,3,3-trifluoro-1-Propene ClC=C(C(F)F)F